6-(4-((2-(4-fluorotetrahydro-2H-pyran-4-yl)-5-methylthiazol-4-yl)methoxy)-6-methoxybenzo-furan-2-yl)-2-methoxyimidazo[2,1-b][1,3,4]thiadiazole FC1(CCOCC1)C=1SC(=C(N1)COC1=CC(=CC2=C1C=C(O2)C=2N=C1SC(=NN1C2)OC)OC)C